(S)-3-(benzo[d][1,3]dioxol-4-yloxy)-N-methyl-3-(5-propylthiophen-2-yl)propan-1-amine O1COC2=C1C=CC=C2O[C@@H](CCNC)C=2SC(=CC2)CCC